(R)-4-(2-((tert-Butoxycarbonyl)amino)-3-phenylpropoxy)-2-methoxynicotinic acid C(C)(C)(C)OC(=O)N[C@@H](COC1=CC=NC(=C1C(=O)O)OC)CC1=CC=CC=C1